3-(5-(((1R,2R)-2-(3-(3,4-difluorophenyl)azetidin-1-yl)cyclohexyl)oxy)-1-oxoisoindolin-2-yl)piperidine-2,6-dione FC=1C=C(C=CC1F)C1CN(C1)[C@H]1[C@@H](CCCC1)OC=1C=C2CN(C(C2=CC1)=O)C1C(NC(CC1)=O)=O